(±)-3-(2,3-dihydroxypropyldisulfanyl)propane-1,2-diol OC(CSSCC(CO)O)CO